2-[[4'-(Cyclopropylmethyl)-2-(pyridin-4-ylamino)-4,5'-bipyrimidin-2'-yl]amino]ethanol C1(CC1)CC1=NC(=NC=C1C1=NC(=NC=C1)NC1=CC=NC=C1)NCCO